(R)-1-(6-fluoro-4-(4-fluorophenyl)-3,4-dihydroquinoxalin-1(2H)-yl)-3-(2-methylpyrrolidin-1-yl)propan-1-one FC=1C=C2N(CCN(C2=CC1)C(CCN1[C@@H](CCC1)C)=O)C1=CC=C(C=C1)F